N-benzyl-N-((dimethylglycyl)oxy)-2,2-dimethylbutanamide C(C1=CC=CC=C1)N(C(C(CC)(C)C)=O)OC(CN(C)C)=O